2-(6-nitro-1H-benzo[d]imidazol-1-yl)acetonitrile [N+](=O)([O-])C=1C=CC2=C(N(C=N2)CC#N)C1